S1C=C(C2=C1C=CC=C2)C[C@@H](CNC(=O)NCCC2=CSC=C2)N(C)C (S)-1-(3-(benzothien-3-yl)-2-(dimethylamino)propyl)-3-(2-(thien-3-yl)ethyl)urea